tert-butyl 3-(5-[(5-chlorothiophen-2-yl)methyl]amino-1-(4-methyloxane-4-carbonyl)-1H-pyrazol-3-yl)-3-methylpiperidine-1-carboxylate ClC1=CC=C(S1)CNC1=CC(=NN1C(=O)C1(CCOCC1)C)C1(CN(CCC1)C(=O)OC(C)(C)C)C